1-((1S,4S)-5-(4-((3-chloro-4-(difluoromethoxy)-2-fluorophenyl)amino)-5-fluoroquinazolin-6-yl)-2,5-diazabicyclo[2.2.1]heptan-2-yl)prop-2-en-1-one ClC=1C(=C(C=CC1OC(F)F)NC1=NC=NC2=CC=C(C(=C12)F)N1[C@@H]2CN([C@H](C1)C2)C(C=C)=O)F